N,N',2-trihydroxybutanediamide ONC(C(CC(=O)NO)O)=O